[Cl-].ClCC(C[N+](CCC)(CCC)CCC)O 3-chloro-2-hydroxypropyltripropylammonium chloride